NC1=NC=2C=C(C=CC2C2=C1N=C(N2CC(C)(O)C)CCCC)CC2=CC(=CC=C2)N 1-(4-amino-7-(3-aminobenzyl)-2-butyl-1H-imidazo[4,5-c]quinolin-1-yl)-2-methylpropan-2-ol